FC=1C=C(C=CC1)N1N=C(C=C(C1=O)C(=O)NC(CO)C(C)C)C1=CC=C(C=C1)C (3-fluorophenyl)-N-(1-hydroxy-3-methylbut-2-yl)-6-(4-methylphenyl)-3-oxo-2,3-dihydropyridazine-4-carboxamide